C(#N)C1CC(C1)NC(=O)C1=NC(=C(C=C1)N1CCN(CC1)CC1=CC=2C3=C(N(C(NC3=C1F)=O)CC)N=CN2)C N-((1r,3r)-3-cyanocyclobutyl)-5-(4-((3-ethyl-9-fluoro-2-oxo-2,3-dihydro-1H-pyrimido[4,5,6-de]quinazolin-8-yl)methyl)piperazin-1-yl)-6-methylpyridineamide